ClC1=CC=C(C(=O)NC(C)C2=NC=3CCCN(C3C=C2)C(=O)C2=CC(=CC=C2)Cl)C=C1 4-chloro-N-{1-[5-(3-chlorobenzene-1-carbonyl)-5,6,7,8-tetrahydro-1,5-naphthyridin-2-yl]ethyl}benzamide